C(C)N(C(=O)C=1N=C(SC1)C=1C=NN(C1)C1=CC=CC=C1)C N-ethyl-N-methyl-2-(1-phenyl-1H-pyrazol-4-yl)-1,3-thiazole-4-carboxamide